C(C)(C)C(C\C(=C(/C(=O)O)\CC(CCC(C)C)C(C)C)\C(=O)O)CCC(C)C.FC1(C2CC(CC12)C(=O)C=1N=C2N(N1)[C@@H](C[C@@H]2F)C2=CC=CC=C2)F (6,6-Difluoro-3-bicyclo[3.1.0]hexyl)-[(5s,7s)-7-fluoro-5-phenyl-6,7-dihydro-5H-pyrrolo[1,2-b][1,2,4]triazol-2-yl]methanone bis(2-isopropyl-5-methylhexyl)fumarate